C(C)(C)(C)OC(NCC=1SC2=C(C=NC=C2)N1)=O (Thiazolo[4,5-c]pyridin-2-ylmethyl)carbamic acid tert-butyl ester